N-(2,4-dimethoxybenzyl)-2-(piperidin-1-yl)ethan-1-amine COC1=C(CNCCN2CCCCC2)C=CC(=C1)OC